2-(4-ethoxyphenyl)thiazole-4-carboxylate C(C)OC1=CC=C(C=C1)C=1SC=C(N1)C(=O)[O-]